C(C)(C)C1N(CCC1N)C1=CC=C2C(=N1)OCC=1C=C(C=CC12)C1=CN=NC(=C1)OC isopropyl-1-[8-(6-methoxypyridazin-4-yl)-6H-isochromeno[3,4-b]pyridin-3-yl]pyrrolidin-3-amine